C(CCC)(=O)C1=CC=C2CCC=3C=CC=C1C32 5-Butyrylacenaphthene